C(=O)(OC(C)(C)C)NC1=C(C=C(C(=O)O)C=C1)Cl 4-((Boc)amino)-3-chlorobenzoic acid